Racemic-trans-1-(tert-butoxycarbonyl)-5-isobutylpiperidine-3-carboxylic acid C(C)(C)(C)OC(=O)N1C[C@H](C[C@@H](C1)CC(C)C)C(=O)O |r|